4-(benzyloxy)-3-methylaniline C(C1=CC=CC=C1)OC1=C(C=C(N)C=C1)C